(S)-2,4-bis(3-aminoprop-1-yn-1-yl)-N-(7-(2-(4-(4-chlorophenyl)-2,3,9-trimethyl-6H-thieno[3,2-f][1,2,4]triazolo[4,3-a][1,4]diazepin-6-yl)acetamido)heptyl)benzamide NCC#CC1=C(C(=O)NCCCCCCCNC(C[C@H]2C=3N(C4=C(C(=N2)C2=CC=C(C=C2)Cl)C(=C(S4)C)C)C(=NN3)C)=O)C=CC(=C1)C#CCN